tert-Butyl 4-(2,3-bis(methoxy-d3)benzoyl)piperidine-1-carboxylate C(OC1=C(C(=O)C2CCN(CC2)C(=O)OC(C)(C)C)C=CC=C1OC([2H])([2H])[2H])([2H])([2H])[2H]